acetic acid (Z)-11-tetradecen-1-yl ester C(CCCCCCCCC\C=C/CC)OC(C)=O